(4-((2-(difluoromethyl)pyrid-4-yl)oxy)-3-fluorobenzyl-oxy)-6,7,9,10-tetrahydro-4H,8H-7a,9-methanopyrimido[1,6-a]pyrrolo[1,2-c]pyrimidine-4-one FC(C1=NC=CC(=C1)OC1=C(C=C(COC=2C=NC(N3C2N2C4(CC3)CC(C2)C4)=O)C=C1)F)F